3,6-dichloropyridazine-4-amine ClC=1N=NC(=CC1N)Cl